C(C)(C)(C)C1=CC=C(C=C1)C1=CC=C(C=C1)C1=CC=C(C=C1)[C@@H]1C(C1)(C1=CC=C(C=C1)C1=CC=C(C=C1)C1=CC=C(C=C1)C(C)(C)C)C1=CC=C(C=C1)C1=CC=C(C=C1)C1=CC=C(C=C1)C(C)(C)C (R)-1,2,2-tris[4''-(tert-butyl)-(1,1':4',1''-terphenyl)-4-yl]cyclopropane